2-[(2E)-2-(aminomethyl)-3-fluoroprop-2-en-1-yl]-4-(5-[4-(1,2-oxazol-3-yl)phenyl]thiophen-2-ylmethyl)-2,4-dihydro-3H-1,2,4-triazol-3-one hydrochloride Cl.NC/C(/CN1N=CN(C1=O)CC=1SC(=CC1)C1=CC=C(C=C1)C1=NOC=C1)=C\F